N-(3-(2-((1,5-dimethyl-1H-pyrazol-3-yl)amino)-5-methylpyrimidin-4-yl)-1H-indol-7-yl)-2-(3-(pyridin-4-ylmethoxy)azetidin-1-yl)acetamide CN1N=C(C=C1C)NC1=NC=C(C(=N1)C1=CNC2=C(C=CC=C12)NC(CN1CC(C1)OCC1=CC=NC=C1)=O)C